C(CCCCCCC(C)C)OC(C=1C=C(C(=O)OCCCCC)C=CC1)=O isophthalic acid (n-pentyl) (isodecyl) ester